C(C1=CC=CC=C1)[C@H]1N(CCN(C1)S(=O)(=O)C)C1=CC2=C(C=N1)C(=NN2C)C=2C(=C(C(=CC2)F)O)F (R)-3-(6-(2-Benzyl-4-(methylsulfonyl)piperazin-1-yl)-1-methyl-1H-pyrazolo[4,3-c]pyridin-3-yl)-2,6-difluorophenol